DIHYDROIMIDAZOLONE N1C(NC=C1)=O